FC(C1(C(=CC=CC1)C1=C(C=CC=C1)C(F)(F)F)N)(F)F 2,2'-bis(trifluoromethyl)biphenylamine